BrC=1C=C(C=C2CCN(CC12)C(=O)OC(C)(C)C)C(=O)N1CCN(CC1)C t-butyl 8-bromo-6-(4-methylpiperazine-1-carbonyl)-3,4-dihydroisoquinoline-2(1H)-carboxylate